NC=1C2=C(N=CN1)N(C=C2C2=CC=C(C=C2)C2OCCN1C2=C(C(N1C1=CC=CC=C1)=O)C(=O)N)CC(C)O (4-(4-amino-7-(2-hydroxypropyl)-7H-pyrrolo[2,3-d]pyrimidin-5-yl)phenyl)-2-oxo-1-phenyl-2,4,6,7-tetrahydro-1H-pyrazolo[5,1-c][1,4]oxazine-3-carboxamide